ClC1=C(C=C(N)C=C1)OC1=NC=C(C=C1Cl)C(F)(F)F 4-chloro-3-((3-chloro-5-(trifluoromethyl)pyridin-2-yl)oxy)aniline